(R)-N-(1-ethylpiperidin-3-yl)-2-(4-isopropyl-6-methyl-1-oxophthalazin-2(1H)-yl)acetamide C(C)N1C[C@@H](CCC1)NC(CN1C(C2=CC=C(C=C2C(=N1)C(C)C)C)=O)=O